(1-(2-((tert-butyldimethylsilyl)oxy)ethyl)piperidin-3-yl)methanol [Si](C)(C)(C(C)(C)C)OCCN1CC(CCC1)CO